3,9-diethyl-2,4,8,10-tetraoxaspiro[5.5]undecane C(C)C1OCC2(CO1)COC(OC2)CC